ClC=1C=C(C=CC1)[C@](C(=O)OCC)(F)C#N Ethyl (2S)-2-(3-chlorophenyl)-2-cyano-2-fluoroacetate